C(C)(C)N1N=C(C=C1C1[C@H]2CC(C[C@@H]12)N1CC2(CS(C2)(=O)=O)CC1)C(F)(F)F 6-((1R,3s,5S,6r)-6-(1-isopropyl-3-(trifluoromethyl)-1H-pyrazol-5-yl)bicyclo[3.1.0]hexan-3-yl)-2-thia-6-azaspiro[3.4]octane 2,2-dioxide